[4-Chloro-2-(3-chloro-6-diphenylphosphanyl-2-methoxy-phenyl)-3-methoxyphenyl]-diphenyl-phosphan ClC1=C(C(=C(C=C1)P(C1=CC=CC=C1)C1=CC=CC=C1)C1=C(C(=CC=C1P(C1=CC=CC=C1)C1=CC=CC=C1)Cl)OC)OC